[Cl-].[Cl-].C[Zr-6](C1C=CC2=C(C=CC=C12)Br)(C1C=C(C=C1)CCCC)(=[SiH2])(=[SiH2])(C)(C)C Tetramethyldisilylene(3-n-butyl-cyclopentadienyl)(4-bromo-indenyl)zirconium (IV) dichloride